tert-Butyl 3-methyl-4-(pyridin-3-ylmethyl)piperazine-1-carboxylate CC1CN(CCN1CC=1C=NC=CC1)C(=O)OC(C)(C)C